4-[5-(4-methylphenyl)-1-[[(3R)-pyrrolidin-3-yl]methyl]pyrrolo[3,2-b]pyridin-6-yl]benzonitrile CC1=CC=C(C=C1)C1=C(C=C2C(=N1)C=CN2C[C@H]2CNCC2)C2=CC=C(C#N)C=C2